FC(CN1N=CC=2C1=NC(=CN2)N2CCC1(CC(N(C1)C1=C(C=C(C=C1)C(F)(F)F)F)=O)CC2)F 8-(1-(2,2-difluoroethyl)-1H-pyrazolo[3,4-b]pyrazin-6-yl)-2-(2-fluoro-4-(trifluoromethyl)phenyl)-2,8-diazaspiro[4.5]decan-3-one